OC=1C=C(C2=CC=CC=C2C1)C1=CC2=C(C=C(O2)C2CN(C2)C(C=C)=O)C=C1 1-(3-(6-(3-hydroxynaphthalen-1-yl)benzofuran-2-yl)azetidin-1-yl)prop-2-en-1-one